7,7-dimethyl-9-nitro-6a,7,12,12a-tetrahydro-6H,13H-chromeno[3',4':5,6]thiopyrano[4,3-b]quinolone CC1(C2C(NC3=CC=C(C=C13)[N+](=O)[O-])C1=C(S(C2)=O)C=2C=CC=CC2OC1)C